5-aminomethyl-2-(trifluoromethyl)benzonitrile NCC=1C=CC(=C(C#N)C1)C(F)(F)F